C(#N)C1=CC=C(C=N1)COC1=CC=C(C=C1)C1=C2N=CNC2=NC=N1 6-(4-((6-cyanopyridin-3-yl)methoxy)phenyl)-9H-purin